4-(6-(Tetrahydro-2H-pyran-4-yl)pyrazolo[1,5-a]pyridin-3-yl)benzoic acid tert-butyl ester C(C)(C)(C)OC(C1=CC=C(C=C1)C=1C=NN2C1C=CC(=C2)C2CCOCC2)=O